methyl (R)-6-chloro-3-((1-(2-(1-(2,2-difluoroethyl)-3-methylazetidin-3-yl)-3,6-dimethyl-4-oxo-3,4-dihydroquinazolin-8-yl)ethyl)amino)picolinate ClC1=CC=C(C(=N1)C(=O)OC)N[C@H](C)C=1C=C(C=C2C(N(C(=NC12)C1(CN(C1)CC(F)F)C)C)=O)C